CSCC1(CN(CCC1)C(=O)OCC1=CC=CC=C1)C(=O)OCC 1-benzyl 3-ethyl 3-((methylthio)methyl)piperidine-1,3-dicarboxylate